3-(2,6-dimethyl-phenyl)-7-isopropyl-2-methyl-pyrazolo[1,5-a]pyrimidine-5-carboxylic acid ethyl ester C(C)OC(=O)C1=NC=2N(C(=C1)C(C)C)N=C(C2C2=C(C=CC=C2C)C)C